BrC1=CC(=C(OCCCC(C(=O)O)(C)C)C=C1C)C 5-(4-bromo-2,5-dimethylphenoxy)-2,2-dimethylpentanoic acid